(1R,3S)-3-(3-{[(5-methyl-1,2-oxazol-3-yl)acetyl]amino}-1H-pyrazol-5-yl)cyclopentyl tert-butylcarbamate C(C)(C)(C)NC(O[C@H]1C[C@H](CC1)C1=CC(=NN1)NC(CC1=NOC(=C1)C)=O)=O